N1N=C(C=2C1=NC=CC2)C2=CC=C1CCN(C1=C2)C(=O)OC(C)(C)C tert-butyl 6-{1H-pyrazolo[3,4-b]pyridin-3-yl}-2,3-dihydroindole-1-carboxylate